3-ethyl-3-(hydroxymethyl)-oxetane C(C)C1(COC1)CO